C(CCCCCCCCCCC)(=O)OCCCC(CNCCCCNC(=O)OC(C)(C)C)O 5-[4-(tert-butoxycarbonylamino)butylamino]-4-hydroxypentyl dodecanoate